3-[(5-bromo-2-pyridyl)oxy]cyclobutanol BrC=1C=CC(=NC1)OC1CC(C1)O